4,4,5,5-tetramethyl-2-[4-(2,2,2-trifluoroethoxy)phenyl]-1,3,2-dioxaborolane CC1(OB(OC1(C)C)C1=CC=C(C=C1)OCC(F)(F)F)C